2-[3-(4-bromo-2-methyl-indazol-3-yl)propylamino]ethanol BrC=1C2=C(N(N=C2C=CC1)C)CCCNCCO